COC1=CC=C(C=C1)N1C(=NC2=CC=C(C=C2C1=O)[N+](=O)[O-])[C@@H]1N(CCC1)C (R)-3-(4-methoxyphenyl)-2-(1-methylpyrrolidin-2-yl)-6-nitroquinazolin-4(3H)-one